ClC=1C=NN(C(C1Cl)=O)CCC(=O)NC1=CC(=C(C=C1)C)S(NCCC1=NC=CC=C1)(=O)=O 3-(4,5-dichloro-6-oxopyridazin-1(6H)-yl)-N-(4-methyl-3-(N-(2-(pyridin-2-yl)ethyl)sulfamoyl)phenyl)propanamide